7-((2S,5R)-4-(1-(3-cyclopropylquinoxalin-6-yl)ethyl)-2,5-dimethylpiperazin-1-yl)-4-methyl-2,4-dihydro-5H-pyrazolo[4,3-b]pyridin-5-one C1(CC1)C=1C=NC2=CC=C(C=C2N1)C(C)N1C[C@@H](N(C[C@H]1C)C=1C=2C(N(C(C1)=O)C)=CNN2)C